2-(1-oxo-2-(3-(5,6,7,8-tetrahydro-1,8-naphthyridin-2-yl)propyl)-2,9-diazaspiro[5.5]undecan-9-yl)acetic acid O=C1N(CCCC12CCN(CC2)CC(=O)O)CCCC2=NC=1NCCCC1C=C2